N-[6-cyano-2-[4-(hydroxymethyl)cyclohexyl]indazol-5-yl]-6-(trifluoromethyl)pyridine-2-carboxamide dioleyl-azelate C(CCCCCCC\C=C/CCCCCCCC)OC(CCCCCCCC(=O)OCCCCCCCC\C=C/CCCCCCCC)=O.C(#N)C=1C(=CC2=CN(N=C2C1)C1CCC(CC1)CO)NC(=O)C1=NC(=CC=C1)C(F)(F)F